CC1=C(C(=O)NC2(CC2)C2=C3C=CC=NC3=CC(=C2)NCC(F)(F)F)C=C(C=C1)OCC1N(CC1)C 2-Methyl-5-((1-methylazetidin-2-yl)methoxy)-N-(1-(7-((2,2,2-trifluoroethyl)amino)quinolin-5-yl)cyclopropyl)benzamide